C([C@@H](C(=O)O)N)S (R)-(+)-cysteine